N-(4-{[6-(5-chloro-2-fluorophenyl)pyridazin-4-yl]amino}pyridin-2-yl)-3-[3-(2,2,2-trifluoroethyl)-1,3-diazinan-1-yl]propenamide ClC=1C=CC(=C(C1)C1=CC(=CN=N1)NC1=CC(=NC=C1)NC(C=CN1CN(CCC1)CC(F)(F)F)=O)F